ClC=1C=C2C(=CC(=NC2=C(C1)F)C(C)(C)O)C(C)C 2-(6-chloro-8-fluoro-4-isopropylquinolin-2-yl)propan-2-ol